COC1=CC(=CC=2N1N=C(C2C(=O)O)C)C(=O)O 7-methoxy-2-methylpyrazolo[1,5-a]pyridine-3,5-dicarboxylic acid